C1(CCCCC1)P(C=C)(C1CCCCC1)=O dicyclohexyl-vinyl-phosphine oxide